5,8-Difluoro-N-[2-(2-fluoro-4-{[4-(trifluoromethyl)pyridine-2-yl]oxy}phenyl)ethyl]quinazoline-4-amine FC1=C2C(=NC=NC2=C(C=C1)F)NCCC1=C(C=C(C=C1)OC1=NC=CC(=C1)C(F)(F)F)F